(4-(((3R,6S)-6-(hydroxymethyl)tetrahydro-2H-pyran-3-yl)amino)-1H-pyrrolo[2,3-b]pyridin-3-yl)(2-methyl-6-phenoxypyridin-3-yl)methanone OC[C@@H]1CC[C@H](CO1)NC1=C2C(=NC=C1)NC=C2C(=O)C=2C(=NC(=CC2)OC2=CC=CC=C2)C